NC=1C=2N(C=CN1)C(=NC2C2=CC=C(C=C2)C(NC2=NC=CC(=C2)C(F)(F)F)=O)[C@H]2C[C@@](CC2)(C(=O)O)C(C)C (1R,3R)-3-[8-amino-1-(4-{[4-(trifluoromethyl)pyridin-2-yl]carbamoyl}phenyl)imidazo[1,5-a]pyrazin-3-yl]-1-(1-methylethyl)cyclopentanecarboxylic acid